2-(5-hydroxypentyl)-6-methylbenzoic acid tert-butyl ester C(C)(C)(C)OC(C1=C(C=CC=C1C)CCCCCO)=O